BrCCCCCC(=O)OC(C)C 2-((6-bromohexanoyl)oxy)propane